C1C=CN2C1(CC=1C=CC=CC21)C(=O)[O-] pyrrolo[1,2-a]indole-9a(9H)-carboxylate